1-[6-[5-(6-methyl-2-pyridyl)-1H-imidazol-4-yl]-3-quinolyl]azetidin-3-amine CC1=CC=CC(=N1)C1=C(N=CN1)C=1C=C2C=C(C=NC2=CC1)N1CC(C1)N